6-(3-Methylimidazo[4,5-c]Pyridin-7-yl)pyrazine-2-carboxamide formate salt C(=O)O.CN1C=NC2=C1C=NC=C2C2=CN=CC(=N2)C(=O)N